3-Bromo-6-[3-(difluoromethyl)-4-fluoro-phenyl]pyrazolo[4,3-b]pyridin BrC1=NNC=2C1=NC=C(C2)C2=CC(=C(C=C2)F)C(F)F